ClC1=NC=C(C(=N1)NC=1C=C(C2=C(NC(N2C)=O)C1)OCCO[C@@H]1CN(C[C@@H](C1)C)C(=O)OC(C)(C)C)Cl tert-Butyl (3S,5R)-3-(2-((6-((2,5-dichloropyrimidin-4-yl)amino)-3-methyl-2-oxo-2,3-dihydro-1H-benzo[d]imidazol-4-yl)oxy)ethoxy)-5-methylpiperidine-1-carboxylate